C(C1=CC=CC=C1)OCCOC[C@](C)(O)C1=CC=C(S1)S(=O)(N[Si](C)(C)C(C)(C)C)=NC(NC1=C2CCCC2=CC=2CCCC12)=O 5-((S)-1-(2-(benzyloxy)ethoxy)-2-hydroxypropan-2-yl)-N-(tert-butyldimethyl-silyl)-N'-((1,2,3,5,6,7-hexahydro-s-indacen-4-yl)carbamoyl)thiophene-2-sulfonimidamide